P(=O)(O)(O)OC(C#N)C phosphonooxypropionitrile